(S)-6-chloro-4-(cyclopropylethynyl)-7-((6-oxo-4-(trifluoromethyl)pyrimidin-1(6H)-yl)methyl)-4-(trifluoromethyl)-3,4-dihydroquinazolin-2(1H)-one ClC=1C=C2[C@](NC(NC2=CC1CN1C=NC(=CC1=O)C(F)(F)F)=O)(C(F)(F)F)C#CC1CC1